CC1=C2C(=NC=C1)NC=C2C=2SC=C(N2)C=2C=C(C=CC2)[C@@]2(CCN1C2=NC=C1)O (R)-7-(3-(2-(4-Methyl-1H-pyrrolo[2,3-b]pyridin-3-yl)thiazol-4-yl)phenyl)-6,7-dihydro-5H-pyrrolo[1,2-a]imidazol-7-ol